methyl-(2-methylpentyl)-amine CNCC(CCC)C